CC/C=C\C/C=C\C/C=C\C/C=C\C/C=C\CCCC(=O)O (all-cis)-5,8,11,14,17-eicosapentaenoic acid